Dimethyl-ethyl-germanium hydride C[GeH](CC)C